N-(1-methyl-1H-benzo[d][1,2,3]triazol-4-yl)benzenesulfonamide CN1N=NC2=C1C=CC=C2NS(=O)(=O)C2=CC=CC=C2